C1(=CC=CC=C1)C1=NC(=NC(=N1)C1=CC=CC=C1)C1=C(C=CC(=C1)B1OC(C(O1)(C)C)(C)C)C=1C=C2C3=C(P(C2=CC1)(C)=O)C=CC=C3 2-(2-(4,6-diphenyl-1,3,5-triazin-2-yl)-4-(4,4,5,5-tetramethyl-1,3,2-dioxaborolan-2-yl)phenyl)-5-methylbenzo[b]phosphindole 5-oxide